C(CCC)NCC(CS(=O)(=O)O)C 3-n-butylamino-2-methylpropane-1-sulfonic acid